3-[1-(4-chlorophenylmethyl)-5-fluoro-3-methylindol-2-yl]-2,2-dimethyl-propionic acid ClC1=CC=C(C=C1)CN1C(=C(C2=CC(=CC=C12)F)C)CC(C(=O)O)(C)C